(R)-N-methyl-N-(pyrrol-3-yl)acetamide hydrochloride Cl.CN(C(C)=O)C1=CNC=C1